2-((S)-2,2-dimethyltetrahydro-2H-pyran-4-yl)-6-((1R,5S,6r)-6-(5-carbonyl-4,5-dihydro-1,2,4-oxadiazol-3-yl)-3-oxabicyclo[3.1.0]hexane-6-yl)-6H-thieno[2,3-b]pyrrole-5-carboxylic acid CC1(OCC[C@@H](C1)C1=CC2=C(N(C(=C2)C(=O)O)C2([C@H]3COC[C@@H]23)C2=NOC(N2)=C=O)S1)C